2-(((R)-2,2-difluorocyclopropyl)sulfonyl)-7-fluoro-5-phenyl-6,7-dihydro-5H-pyrrolo[1,2-b][1,2,4]triazole FC1([C@@H](C1)S(=O)(=O)C=1N=C2N(N1)C(CC2F)C2=CC=CC=C2)F